C(C)(C)(C)N(C(O)=O)C1=CC=C(C=C1)NC(=O)C=1N(C=C(C1)N)C.FC1=C(C=CC(=C1)C)C1=CN=C(N1)C1NCCCC1 2-(5-(2-fluoro-4-methylphenyl)-1H-imidazol-2-yl)piperidine tert-Butyl-(4-(4-amino-1-methyl-1H-pyrrole-2-carboxamido)phenyl)carbamate